C1(=CC=CC=C1)CC(=O)N[C@@H](CCCNC(N)=N)C(=O)O phenylacetyl-arginine